nonyl 8-[3-[2-[2-(2-benzyloxyethoxy)ethoxy]ethoxy]propanoyl-[8-(1-octylnonoxy)-8-oxo-octyl]amino]octanoate C(C1=CC=CC=C1)OCCOCCOCCOCCC(=O)N(CCCCCCCC(=O)OCCCCCCCCC)CCCCCCCC(=O)OC(CCCCCCCC)CCCCCCCC